O1[C@H](CC1)C(=O)O (2R)-oxetane-2-carboxylic acid